C(C)(C)(C)C1(CC(=CN=C1)C(=O)O)C(=O)O 5-tert-butyl-pyridine-3,5(4H)-dicarboxylic acid